C(C=C)OC1=CC(=CC2=C1SC(=C2Br)C(F)(F)P(OCC)(OCC)=O)C(N)=O diethyl ((7-(allyloxy)-3-bromo-5-carbamoylbenzo[b]thiophen-2-yl) difluoromethyl)phosphonate